C(C1=CC=CC=C1)N(C(=O)OCC1=C(C=NN1C)C1=CC=C(O[C@@H]2C[C@H](CCC2)C(=O)O)C=C1)C |r| (+/-)-(1S,3S)-3-(4-(5-(((benzyl(methyl)carbamoyl)oxy)methyl)-1-methyl-1H-pyrazol-4-yl)phenoxy)cyclohexane-1-carboxylic acid